C1(=CC=CC=C1)C(CC(=O)C1=CC=C(C=C1)C(C)C)=O 1-phenyl-3-(4'-isopropylphenyl)-propane-1,3-dione